BrCCCCCCO[Si](OC(OCCCCCCCCCCCCCCCC)CCCCCCCCCCC1CCCCC1)(C)C 1-bromo-10-(10-cyclohexyldecyl)-8,8-dimethyl-7,9,11-trioxa-8-silaheptacosane